CS(=O)(=O)OCC1=NC=NC(=C1F)NC(=O)NCC (6-(3-ethylureido)-5-fluoropyrimidin-4-yl)methyl methanesulfonate